[NH4+].OCC(P([O-])([O-])=O)P([O-])([O-])=O.[NH4+].[NH4+].[NH4+] hydroxyethylidenediphosphonic acid, ammonium salt